methyl 4-(((tert-butoxycarbonyl)(thiazol-4-ylmethyl)amino)methyl)-2-methylbenzoate C(C)(C)(C)OC(=O)N(CC=1N=CSC1)CC1=CC(=C(C(=O)OC)C=C1)C